Sodium dodecylbenzenecarboxylate C(CCCCCCCCCCC)OC(=O)C1=CC=CC=C1.[Na]